N-methoxy-2-(4-(trifluoromethyl)phenyl)acetamide CONC(CC1=CC=C(C=C1)C(F)(F)F)=O